O1C(CCCC1)N1N=CC=2C1=CN=C(C2)C=C (tetrahydro-2H-pyran-2-yl)-5-vinyl-1H-pyrazolo[3,4-c]pyridine